bis(4-amino-3-ethylphenyl) ether NC1=C(C=C(C=C1)OC1=CC(=C(C=C1)N)CC)CC